(5S)-4-bromo-1-(tetrahydro-2H-pyran-2-yl)-5-((triisopropylsilyl)ethynyl)-5,6,7,8-tetrahydro-1H-benzo[f]indazole BrC1=C2C=NN(C2=CC2=C1[C@@H](CCC2)C#C[Si](C(C)C)(C(C)C)C(C)C)C2OCCCC2